[(6,6'-bis(naphthalen-2-yl)[1,1'-binaphthalene]-2,2'-diyl)bis(oxy[1,1'-binaphthalene]-7,3-diyl)]dimethanol C1=C(C=CC2=CC=CC=C12)C=1C=C2C=CC(=C(C2=CC1)C1=C(C=CC2=CC(=CC=C12)C1=CC2=CC=CC=C2C=C1)OC1=CC=C2C=C(C=C(C2=C1)C1=CC=CC2=CC=CC=C12)CO)OC1=CC=C2C=C(C=C(C2=C1)C1=CC=CC2=CC=CC=C12)CO